BrC1=C2N=CC(NC2=CC(=C1)F)=O 5-bromo-7-fluoro-1H-quinoxalin-2-one